5-Amino-N-(3-chloro-4-fluorophenyl)-1-methyl-3-(4-(pyridin-3-yl)cyclopent-1-en-1-yl)-1H-pyrazole-4-carboxamide NC1=C(C(=NN1C)C1=CCC(C1)C=1C=NC=CC1)C(=O)NC1=CC(=C(C=C1)F)Cl